C1(=CC=CC=C1)C(=C(C1=CC=C(C=C1)C#CC1=CC=CC=C1)C1=CC=CC=C1)C1=CC=C(C=C1)C#CC1=CC=CC=C1 1,2-diphenyl-1,2-bis(4-(phenylethynyl)phenyl)ethene